[O-2].[O-2].[Ga+3].[Cu+2] copper gallium dioxide